OC1(CC(C1)C(=O)N1CC2(C1)CC(C2)CC2=C(C(=CC=C2)C)C(F)(F)F)C ((1s,3s)-3-Hydroxy-3-methylcyclobutyl)(6-(3-methyl-2-(trifluoromethyl)benzyl)-2-azaspiro[3.3]heptan-2-yl)methanone